N-{8-fluoro-2-methylimidazo[1,2-a]pyridin-6-yl}-5-(piperazin-1-yl)cinnoline-8-carboxamide FC=1C=2N(C=C(C1)NC(=O)C=1C=CC(=C3C=CN=NC13)N1CCNCC1)C=C(N2)C